2-(2-(cyclopropanesulfonamido)thiazol-4-yl)-N-(5-(3-methoxyphenyl)pyridin-2-yl)-2-methylpropanamide C1(CC1)S(=O)(=O)NC=1SC=C(N1)C(C(=O)NC1=NC=C(C=C1)C1=CC(=CC=C1)OC)(C)C